5-amino-9-fluoro-4-(3-hydroxy-2,6-dimethylphenyl)-2-methyl-4,7-dihydro-6H-1,3,4,7,10-pentaazadibenzo[cd,f]azulene-6-one NC=1N(C=2C3=C(C4=C(NC(C13)=O)C=C(N=C4)F)N=C(N2)C)C2=C(C(=CC=C2C)O)C